C(C)(C)(C)OC(CC[C@H](NC([C@@H](NC([C@@H](NC(OCC1C2=CC=CC=C2C=2C=CC=CC12)=O)C)=O)COC(C)(C)C)=O)C(=O)O)=O (5S,8S,11S)-11-(3-(tert-butoxy)-3-oxopropyl)-8-(tert-butoxymethyl)-1-(9H-fluoren-9-yl)-5-methyl-3,6,9-trioxo-2-oxa-4,7,10-triazadodecan-12-oic acid